C(CCC)[Si](C1=CC=C(C=C1)P(N(P(C1=CC=CC=C1)C1=C(C=CC=C1)F)C)C1=CC=C(C=C1)[Si](CCCC)(CCCC)CCCC)(CCCC)CCCC N-(bis(4-(tributylsilyl)phenyl)phosphaneyl)-1-(2-fluorophenyl)-N-methyl-1-phenylphosphanamine